N-((1-(dimethylamino)cyclobutyl)methyl)-7-(8-ethynylnaphthalen-1-yl)-8-fluoro-2-(((2R,7aS)-2-fluorotetrahydro-1H-pyrrolizin-7a(5H)-yl)methoxy)pyrido[4,3-d]pyrimidin-4-amine CN(C1(CCC1)CNC=1C2=C(N=C(N1)OC[C@]13CCCN3C[C@@H](C1)F)C(=C(N=C2)C2=CC=CC1=CC=CC(=C21)C#C)F)C